OC[C@@H]1CN(C[C@H](O1)C)C(=O)OC(C)(C)C tert-butyl (2S,6R)-2-(hydroxymethyl)-6-methylmorpholine-4-carboxylate